CC1=NC(=CC=C1C1(CC2(C1)CC(C2)N)N)N2CC(N(CC2)C)C(F)(F)F 2-(2-methyl-6-(4-methyl-3-(trifluoromethyl)piperazin-1-yl)pyridin-3-yl)spiro[3.3]heptane-2,6-diamine